difluoroacetylglucosamine FC(C(=O)C1(O)[C@H](N)[C@@H](O)[C@H](O)[C@H](O1)CO)F